C(CCCCCCCCCCCCCC#C)C(=C)S(=O)(=O)N (hexadec-15-yn-1-yl)ethenesulfonamide